N-(5-fluoro-1-methyl-1H-pyrazol-3-yl)-7-isopropoxy-2-((1R,4S)-1-methyl-2-oxabicyclo[2.2.1]heptan-4-yl)imidazo[1,2-a]pyridine-6-carboxamide FC1=CC(=NN1C)NC(=O)C=1C(=CC=2N(C1)C=C(N2)[C@]21CO[C@](CC2)(C1)C)OC(C)C